2-fluoro-6-(Z)-(1'-methyl-4-hydroxy-3-methylbut-2-en-1-ylamino)-9-(oxepan-2-yl)-9H-purine FC1=NC(=C2N=CN(C2=N1)C1OCCCCC1)NC(\C=C(/CO)\C)C